C(C)(C)(C)N(C(O)=O)CC1=NN2C(C(=CC(=C2)C2CC2)N2C(OCC2)=O)=N1.ClC1=CC(=C(C=C1)I)C(F)(F)F 4-chloro-1-iodo-2-(trifluoromethyl)benzene tert-butyl-((6-cyclopropyl-8-(2-oxooxazolidin-3-yl)-[1,2,4]triazolo[1,5-a]pyridin-2-yl)methyl)carbamate